C(#N)C1=CC=C(C(=O)NCC2=NC(=NO2)C=2N(C3=CC=CC(=C3C2)NC2CCN(CC2)C)CC(F)(F)F)C=C1 4-cyano-N-[(3-{4-[(1-methylpiperidin-4-yl)amino]-1-(2,2,2-trifluoroethyl)-1H-indol-2-yl}-1,2,4-oxadiazol-5-yl)methyl]benzamide